OC1(CCC(CC1)[C@H]1N(C(OC1)(C)C)C(=O)OC(C)(C)C)C tert-butyl (R)-4-(4-hydroxy-4-methylcyclohexyl)-2,2-dimethyloxazolidine-3-carboxylate